2-tosylbicyclo[2.2.1]hept-2-ene S(=O)(=O)(C1=CC=C(C)C=C1)C=1C2CCC(C1)C2